1,2-dithiolane-3-butyric acid S1SC(CC1)CCCC(=O)O